C(C)(=O)NC1CCC(CC1)NC(=O)C=1SC=2N=CC=C3N(C(NC1C23)=O)C2=C(C=C(C=C2)OC2=CC=CC=C2)C N-((1S,4S)-4-Acetamidocyclohexyl)-5-(2-methyl-4-phenoxyphenyl)-4-oxo-4,5-dihydro-3H-1-thia-3,5,8-triazaacenaphthylene-2-carboxamide